3-(tert-Butoxy-carbonyl-amino)oxetane-3-carboxylic acid C(C)(C)(C)OC(=O)NC1(COC1)C(=O)O